CN1N=CC2=CC(=CC=C12)CNC(=O)[C@H]1N(C[C@@H](C1)OC1=CC=C(C=C1)C)C(=O)[C@@H]1NCCC[C@@H]1C(=O)N1CCCC1 (2S,4R)-N-[(1-methylindazol-5-yl)methyl]-4-(4-methylphenoxy)-1-[(2R,3S)-3-(pyrrolidine-1-carbonyl)piperidine-2-carbonyl]pyrrolidine-2-carboxamide